3-[2,5-Bis(propan-2-yl)thiophen-3-yl]-1-[(1-methyl-1H-pyrazol-4-yl)(oxane-4-yl)sulfamoyl]urea CC(C)C=1SC(=CC1NC(NS(N(C1CCOCC1)C=1C=NN(C1)C)(=O)=O)=O)C(C)C